benzyl N-[(1S)-1-[(2S,5R)-5-azido-6-hydroxy-tetrahydropyran-2-yl]ethyl]-N-benzyl-carbamate N(=[N+]=[N-])[C@@H]1CC[C@H](OC1O)[C@H](C)N(C(OCC1=CC=CC=C1)=O)CC1=CC=CC=C1